(1R,2S)-1-Boc-amino-2-vinylcyclopropanecarboxylic acid C(=O)(OC(C)(C)C)[C@]1([C@](C1)(C=C)N)C(=O)O